C1(CC1)N1N=CC2=C(C=CC=C12)C#CC1=NN(C(=C1C(=O)N)NC)[C@@H]1CN([C@H](C1)COC)C(C=C)=O 3-[2-(1-cyclopropylindazol-4-yl)ethynyl]-1-[(3S,5R)-5-(methoxymethyl)-1-(prop-2-enoyl)pyrrolidin-3-yl]-5-(methylamino)pyrazole-4-carboxamide